FC=1C=C2C(=CNC2=CC1F)NC1=NC2=C(N1NC)C=C(C(=C2)C(F)(F)F)F N2-(5,6-difluoro-1H-indol-3-yl)-6-fluoro-N1-methyl-5-(trifluoromethyl)-1H-benzo[d]imidazole-1,2-diamine